C(C)(C)(C)OC(NCC1=C(C=C(C=C1)C1=C2C(=NC=C1)NC(=N2)C2=CC(=CC=C2)[N+](=O)[O-])F)=O tert-butyl(2-fluoro-4-(2-(3-nitrophenyl)-3H-imidazo[4,5-b]pyridin-7-yl)benzyl)carbamate